N-(5-(3-chlorobenzyl)pyridin-2-yl)-1-isopropyl-6-oxo-1,6-dihydropyridine-3-carboxamide ClC=1C=C(CC=2C=CC(=NC2)NC(=O)C2=CN(C(C=C2)=O)C(C)C)C=CC1